(2R,3S,5R)-5-(4-aminopyrrolo[2,1-f][1,2,4]triazin-7-yl)-2-(fluoromethyl)-2-(hydroxymethyl)-tetrahydrofuran-3-ol NC1=NC=NN2C1=CC=C2[C@H]2C[C@@H]([C@](O2)(CO)CF)O